OC1CCN(CC1)C1CN(C1)C=1C=CC(=C(C(=O)OC)C1)C methyl 5-(3-(4-hydroxypiperidin-1-yl) azetidin-1-yl)-2-methylbenzoate